2-{3-[(5-methane-sulfonylpyridin-2-yl)amino]prop-1-yn-1-yl}-N-(oxan-4-yl)-1-(2,2,2-trifluoroethyl)-1H-indol-4-amine CS(=O)(=O)C=1C=CC(=NC1)NCC#CC=1N(C=2C=CC=C(C2C1)NC1CCOCC1)CC(F)(F)F